N-[(7-methyl-1H-indol-5-yl)methyl]quinoxalin-2-amine CC=1C=C(C=C2C=CNC12)CNC1=NC2=CC=CC=C2N=C1